(R)-N-(1-(5-amino-2-fluoro(trifluoromethyl)phenyl)ethyl)-2-methylpropane-2-sulfinamide NC=1C=C(C(=C(C1)C(C)N[S@](=O)C(C)(C)C)F)C(F)(F)F